6-(8-Methoxy-2-methyl-imidazo[1,2-b]pyridazin-6-yl)-2-(4-piperidyl)thieno[3,2-b]pyridine COC=1C=2N(N=C(C1)C=1C=C3C(=NC1)C=C(S3)C3CCNCC3)C=C(N2)C